7-chloro-7-oxoheptyl (trifluoromethyl)carbamate FC(F)(F)NC(OCCCCCCC(=O)Cl)=O